FC=1C=C(C=C(C1OC1=CC=CC=C1)C=1C2=C(C(N(C1)C)=O)NC=C2)NS(=O)(=O)C N-[3-fluoro-5-(6-methyl-7-oxo-6,7-dihydro-1H-pyrrolo[2,3-c]pyridin-4-yl)-4-phenoxyphenyl]methanesulfonamide